3-benzoyl-1-((2R,3R,4S,5R)-5-((bis(4-methoxyphenyl)(phenyl)methoxy)methyl)-4-((tert-butyldimethylsilyl)oxy)-3-propyltetrahydrofuran-2-yl)pyrimidine-2,4(1H,3H)-dione C(C1=CC=CC=C1)(=O)N1C(N(C=CC1=O)[C@@H]1O[C@@H]([C@H]([C@H]1CCC)O[Si](C)(C)C(C)(C)C)COC(C1=CC=CC=C1)(C1=CC=C(C=C1)OC)C1=CC=C(C=C1)OC)=O